(3R)-oxan-3-amine hydrochloride Cl.O1C[C@@H](CCC1)N